FC=1C=CC(=NC1)OC=1C=CC(=NC1)NC(=O)C1CC12CC(CCC2)C2=CNC(C=C2)=O N-(5-((5-fluoropyridin-2-yl)oxy)pyridin-2-yl)-5-(6-oxo-1,6-dihydropyridin-3-yl)spiro[2.5]octane-1-carboxamide